C(C)(C)C1=C(NC2=CC=C(C=C12)C1CCN(CC1)CC(C)(O)C)C1=CC=2N(C=C1)N=C(N2)C 1-(4-(3-isopropyl-2-(2-methyl-[1,2,4]triazolo[1,5-a]pyridin-7-yl)-1H-indol-5-yl)piperidin-1-yl)-2-methylpropan-2-ol